FC=1C=C2CN(C(NC2=C(C1)C)=O)CC(=O)OC(C)(C)C tert-butyl 2-(6-fluoro-8-methyl-2-oxo-1,4-dihydroquinazolin-3-yl)acetate